C(CCC)[Sn](CCCC)=S Dibutyltin sulphide